2-(2-(2-(2-hydroxyethoxy)ethoxy)phenyl)-6-(4-(N-methylsulfamoyl)phenyl)pyrazine-2-carboxamide OCCOCCOC1=C(C=CC=C1)C1(NC(=CN=C1)C1=CC=C(C=C1)S(NC)(=O)=O)C(=O)N